FC1(C(CN(CC1)C1CCC=2C1=NNC(C2C(F)(F)F)=O)C(=O)N2CCN(CC2)C2=NC=C(C=N2)C(F)(F)F)F 7-(4,4-difluoro-3-(4-(5-(trifluoromethyl)pyrimidin-2-yl)piperazine-1-carbonyl)piperidin-1-yl)-4-(trifluoromethyl)-2,5,6,7-tetrahydro-3H-cyclopenta[c]pyridazin-3-one